C(C)O[Si]1(N(CCC1)CCNC(=O)NCCC[Si](OCC)(OCC)OCC)C 2-ethoxy-2-methyl-N-(triethoxysilylpropylureidoethyl)-1-aza-2-silacyclopentane